acryloyloxyethylphosphorylcholin C(C=C)(=O)OCCP(=O)=C(O)C[N+](C)(C)C